O=C1N(CCC=2C=3CCCCC3C(C12)=S)C1=NC=CC(=C1)B(O)O 2-[6-oxo-8-thioxo-5-azatricyclo[7.4.0.0[2,7]]tridecane-1(9),2(7)-dien-5-yl]pyridine-4-boronic acid